OC(C)N([C@@H](CCSC)C(=O)O)C(C)O di(alpha-hydroxyethyl)methionine